2-(4-(3,4-difluorophenylsulfonyl)piperazin-1-yl)benzo[d]thiazole-6-carboxylic acid FC=1C=C(C=CC1F)S(=O)(=O)N1CCN(CC1)C=1SC2=C(N1)C=CC(=C2)C(=O)O